C(C)N1N=C(N=C1)N 1-ethyl-3-amino-1H-1,2,4-triazole